C(C)(C)(C)OC(N[C@@H](C)C=1N(N=CN1)C1=NC=NC(=C1)NC)=O.N1(C=NC=C1)C=1C=C(C(=O)NC=2N=CSC2)C=CC1 3-(1H-imidazol-1-yl)-N-(thiazol-4-yl)benzamide tert-butyl-N-[(1S)-1-[2-[6-(methylamino)pyrimidin-4-yl]-1,2,4-triazol-3-yl]ethyl]carbamate